NC=1C(=NC(=NC1)C(=O)N1[C@@H](C2=C(NC=3C(=C(C=CC23)Cl)Cl)CC1)C)OC (R)-(5-amino-4-methoxypyrimidin-2-yl)(6,7-dichloro-1-methyl-1,3,4,5-tetrahydro-2H-pyrido[4,3-b]indol-2-yl)methanone